[4-(5-chlorooxazolo[4,5-b]pyridin-2-yl)piperazin-1-yl]-[4-(3-ethoxy-3-methyl-azetidin-1-yl)phenyl]methanone hydroxy-1-hydroxy-2-naphthalate OC=1C(=C(C2=CC=CC=C2C1)O)C(=O)O.ClC1=CC=C2C(=N1)N=C(O2)N2CCN(CC2)C(=O)C2=CC=C(C=C2)N2CC(C2)(C)OCC